(4R,5R)-3,3-dibutyl-7-(dimethylamino)-4-hydroxy-5-(4-methoxyphenyl)-2,3,4,5-tetrahydrobenzo[b]thiepine 1,1-dioxide C(CCC)C1([C@@H]([C@@H](C2=C(S(C1)(=O)=O)C=CC(=C2)N(C)C)C2=CC=C(C=C2)OC)O)CCCC